CC(C)(C)S(=O)NC(C)C1=NNC(C2=CC=C(C=C12)C=1C=NN(C1C1=CC=CC=C1)C)=O 2-methyl-N-[1-[7-(1-methyl-5-phenyl-pyrazol-4-yl)-4-oxo-3H-phthalazin-1-yl]ethyl]propane-2-sulfinamide